C(C)OC1=C(C=CC=C1)C1=CC=C(C(=N1)C(=O)N[C@H]1CNCC1)N1[C@@H](CN(CC1)C(=O)N1[C@@H](CCC1)C(F)(F)F)CC 6-(2-ethoxyphenyl)-3-[(2R)-2-ethyl-4-[(2S)-2-(trifluoromethyl)pyrrolidine-1-carbonyl]piperazin-1-yl]-N-[(3R)-pyrrolidin-3-yl]pyridine-2-carboxamide